N-(5-(adamantan-1-yl)-[1,1'-biphenyl]-2-yl)-5,5,8,8-tetramethyl-5,6,7,8-tetrahydronaphthalen-2-amine C12(CC3CC(CC(C1)C3)C2)C=2C=CC(=C(C2)C2=CC=CC=C2)NC2=CC=3C(CCC(C3C=C2)(C)C)(C)C